CC=CCCCCCCCCCCC.[Zn] zinc 2-tetradecene